CS(=O)(=O)[O-].C(CCCCCCCCCC)[NH+]1CCC(CC1)CC 1-undecyl-4-ethylpiperidinium methanesulfonate